1-((3R,4S)-1-(azetidin-3-yl)-3-fluoropiperidin-4-yl)-3-(4-phenoxyphenyl)-1H-pyrazolo[3,4-d]pyrimidin-4-amine N1CC(C1)N1C[C@H]([C@H](CC1)N1N=C(C=2C1=NC=NC2N)C2=CC=C(C=C2)OC2=CC=CC=C2)F